2-(5-iodopentyl)-1,3-dioxane ICCCCCC1OCCCO1